C(C)(C)(C)OC(NC1CCN(CC1)CCCCC1=NC(=C(C=C1)O)C=O)=O (1-(4-(6-formyl-5-hydroxypyridin-2-yl)butyl)piperidin-4-yl)carbamic acid tert-butyl ester